methyl (2R,3S,5R)-5-methyl-3-(methylsulfonamido)-2-(((6-(pyrimidin-2-yl)bicyclo[4.1.0]heptan-3-yl)oxy)methyl)pyrrolidine-1-carboxylate C[C@@H]1C[C@@H]([C@@H](N1C(=O)OC)COC1CC2CC2(CC1)C1=NC=CC=N1)NS(=O)(=O)C